C(=C)S(=O)(=O)OCC(OC(C(OC(F)(F)F)(F)F)(F)F)(F)F 2,2-difluoro-2-(1,1,2,2-tetrafluoro-2-(trifluoromethoxy)ethoxy)ethyl ethenesulfonate